C(C1=CC=CC=C1)OC=1C(=CC2=C(N=C[C@H]3N(C2=O)C=C(C3)C3=CC=C(C=C3)OC)C1)OC (S)-8-(Benzyloxy)-7-methoxy-2-(4-methoxyphenyl)-1,11a-dihydro-5H-benzo[e]pyrrolo[1,2-a][1,4]diazepin-5-one